C(C)(C)(C)C=1C=C(C=C(C1O)C(C)(C)C)CCC(=O)OCCCCCCOC(CCC1=CC(=C(C(=C1)C(C)(C)C)O)C(C)(C)C)=O 1,6-Hexanediol bis[3-(3,5-di-tert-butyl-4-hydroxyphenyl)propionate]